O[C@]1(CN(OC1)C(=O)C=1N(C=C2N(C(N(C(C21)=O)C)=O)CC(C)C)CC2=C(C(=CC(=C2)F)F)OC)C (S)-5-(4-hydroxy-4-methyl-isoxazolidine-2-carbonyl)-1-isobutyl-3-methyl-6-(3,5-difluoro-2-methoxybenzyl)-1,6-dihydro-2H-pyrrolo[3,4-d]pyrimidine-2,4(3H)-dione